N-(6-amino-5-methylpyridin-3-yl)-2-(5-methyl-2-phenylpiperidin-1-yl)-2-oxoacetamide NC1=C(C=C(C=N1)NC(C(=O)N1C(CCC(C1)C)C1=CC=CC=C1)=O)C